ClC1=CC=C(C=C1)C1=CC(=NC(=N1)C=1C=NC=CC1)N1C[C@@H]([C@@H](C1)O)CC(=O)N ((3S,4S)-1-(6-(4-chlorophenyl)-2-(pyridin-3-yl)pyrimidin-4-yl)4-hydroxypyrrolidin-3-yl)acetamide